CC1=C(C=C2C(=NC=NC2=C1)N)N 7-methyl-quinazoline-4,6-diamine